2-(2-Chloro-5-(2-hydroxypropan-2-yl)-8-oxothieno[2',3':4,5]pyrrolo[1,2-d][1,2,4]triazin-7(8H)-yl)-N-(1H-indazol-6-yl)acetamid ClC1=CC2=C(C=C3N2C(=NN(C3=O)CC(=O)NC3=CC=C2C=NNC2=C3)C(C)(C)O)S1